C(C1=CC=CC=C1)N1N=C(C(=C1)NC(OC(C)(C)C)=O)C1CC1 tert-Butyl (1-benzyl-3-cyclopropyl-1H-pyrazol-4-yl)carbamate